CN([C@H](CNC(C[C@@H](C1(CC1)C(F)(F)F)C1=CC=NC=C1)=O)CC=1C(=C2C=NNC2=CC1)C)C (R)-N-((S)-2-(dimethylamino)-3-(4-methyl-1H-indazol-5-yl)propyl)-3-(pyridin-4-yl)-3-(1-(trifluoromethyl)cyclopropyl)propanamide